N[C@H](C(=O)OC)C[C@H]1C(NCC1)=O (S)-Methyl 2-amino-3-((S)-2-oxopyrrolidin-3-yl)propanoate